(2'-(3-aminopropionamido)-5'-fluoro-3'-methyl-[1,1'-biphenyl]-4-carboxamido)thiophene-3-carboxamide NCCC(=O)NC1=C(C=C(C=C1C)F)C1=CC=C(C=C1)C(=O)NC=1SC=CC1C(=O)N